S1CSC=C1 1,3-Dithiole